Nickel ethanethiol C(C)S.[Ni]